(S)-4-methyl-1-(5-methyl-1,3,4-oxadiazol-2-yl)pentan-2-amine hydrochloride Cl.CC(C[C@@H](CC=1OC(=NN1)C)N)C